N-[4-(2-morpholin-4-yl-ethoxy)-naphthalin-1-yl]-acetamid N1(CCOCC1)CCOC1=CC=C(C2=CC=CC=C12)NC(C)=O